O=C1CC[C@H](N1C(=O)OC(C)(C)C)C(=O)OC 1-(tert-butyl) 2-methyl (2S,3S)-5-oxopyrrolidine-1,2-dicarboxylate